2-chloro-5-{[(methoxyacetyl)amino]methyl}-N-{1-[3-methyl-4-(trifluoromethoxy)phenyl]-1H-indazol-4-yl}benzamide ClC1=C(C(=O)NC2=C3C=NN(C3=CC=C2)C2=CC(=C(C=C2)OC(F)(F)F)C)C=C(C=C1)CNC(COC)=O